C(CCCCCCCCCCCCCCCCCCCCC)(=O)N(C)CC(=O)O N-behenoyl-sarcosine